N1=CNC(C2=C1C=CN=C2)=O pyrido-[4,3-d]pyrimidin-4(3H)-one